FC=1C=C2C(=CC=NC2=CC1OC)OCC=1C=C(C=CC1)[SH2](=O)C=N (3-{[(6-fluoro-7-methoxyquinolin-4-yl)oxy]methyl}phenyl)(imino)methyl-λ6-sulfanone